N-[4-(difluoromethoxy)-2,5-difluoro-phenyl]-5-phenyl-1H-pyrrole-3-sulfonamide FC(OC1=CC(=C(C=C1F)NS(=O)(=O)C1=CNC(=C1)C1=CC=CC=C1)F)F